bromo-3-fluoro-2-((4-fluorophenoxy)methyl)pyridine BrC1=C(C(=NC=C1)COC1=CC=C(C=C1)F)F